ClC1=C2C(N(C(C2=CC=C1)=O)CC(=O)Cl)=O 2-(4-chloro-1,3-dioxoisoindol-2-yl)acetyl chloride